FC1=CC(=C(C=C1)C(C)(C)O)C1=CC2=C(NC=N2)C=C1 2-(4-fluoro-2-(1H-benzimidazol-5-yl)phenyl)propane-2-ol